C(=O)=[Rh-2](=C1N(C=C2N1C(=CC=C2)C2=C(C=CC=C2C(C)C)C(C)C)C2=C(C=C(C=C2C)C)C)(=C=O)Cl dicarbonyl-[5-(2,6-diisopropylphenyl)-2-mesitylimidazo[1,5-a]pyridin-3-ylidene]rhodium(I) chloride